C(CCC)N1C(N(C(C(C1=O)=C(N)N)=O)C1CCC(CC1)CN1C(NC(C1(C)C)=O)=O)=O 1-Butyl-5-(diaminomethylene)-3-((1s,4s)-4-((5,5-dimethyl-2,4-dioxoimidazolidin-1-yl)methyl)cyclohexyl)pyrimidine-2,4,6(1H,3H,5H)-trione